FC1=C(OC2=C(N=C(S2)C(=O)OC)C)C=CC(=C1)N1N=C2N(C1=O)C(CC2)C2=CC=CC=C2 methyl 5-[2-fluoro-4-(3-oxo-5-phenyl-6,7-dihydro-5H-pyrrolo[2,1-c][1,2,4]triazol-2-yl) phenoxy]-4-methyl-thiazole-2-carboxylate